ClC=1C=C(N=NC1C)NC1=NC(=NC=C1F)N1C[C@H](O[C@H](C1)C)C 5-chloro-N-(2-((2R,6S)-2,6-dimethylmorpholino)-5-fluoropyrimidin-4-yl)-6-methylpyridazin-3-amine